(3,3,3-trifluoro-2-methylpropyl)benzene-1,2-diamine FC(C(CC1=C(C(=CC=C1)N)N)C)(F)F